C(C)OC(\C=C\C=1SC(=CC1)Cl)=O.C(C(=C)C)(=O)OC1=C(C(=C(C=C1)C(C)(C)C1=C(C(=C(C=C1)OC(C(=C)C)=O)OCC)OCC)OCC)OCC 2,2-bis(4-methacryloxydiethoxyphenyl)propane (E)-ethyl-3-(5-chlorothiophen-2-yl)acrylate